3,3-difluoropyrrolidine-1-sulfonyl chloride FC1(CN(CC1)S(=O)(=O)Cl)F